tert-butyl 4-[6-fluoro-1-[(3R)-2,6-dioxo-3-piperidyl]indolin-5-yl]piperidine-1-carboxylate FC1=C(C=C2CCN(C2=C1)[C@H]1C(NC(CC1)=O)=O)C1CCN(CC1)C(=O)OC(C)(C)C